Amino 2,4,6-trimethylbenzene-1-sulfonate CC1=C(C(=CC(=C1)C)C)S(=O)(=O)ON